FC1=CC=C(C=C1)C(C=CC1=CC(=CC=C1)O)=O 1-(4-Fluorophenyl)-3-(3-hydroxyphenyl)prop-2-en-1-one